3-(4-pyrimidin-2-ylpyridazin-1-ium-1-yl)propanenitrile N1=C(N=CC=C1)C1=CN=[N+](C=C1)CCC#N